(1S)-1-(4-fluorophenyl)ethylamine FC1=CC=C(C=C1)[C@H](C)N